ClC=1C(=NC(=CC1)OC)OC[C@@H]1N(C2CC2C1)C(=O)OC(C)(C)C tert-butyl (3R)-3-{[(3-chloro-6-methoxypyridin-2-yl) oxy] methyl}-2-azabicyclo[3.1.0]hexane-2-carboxylate